N-(1-(2-chloro-4-ethoxyphenyl)ethyl)-2-methylpropane-2-sulfinamide ClC1=C(C=CC(=C1)OCC)C(C)NS(=O)C(C)(C)C